FC1=C(C=C2C=CC=NC2=C1)C(C)N1C=NC=2C1=NC(=CN2)C=2C=NN(C2)CCO 2-(4-(1-(1-(7-fluoroquinolin-6-yl)ethyl)-1H-imidazo[4,5-b]pyrazin-6-yl)-1H-pyrazol-1-yl)-ethanol